(S)-7-(hydroxymethyl)-2-(1H-pyrazol-4-yl)-4,5,7,8-tetrahydro-3-oxa-1-thia-5a,8-diazabenzo[cd]azulen-9(6H)-one OC[C@@H]1CN2C=3C(=C(SC3C(N1)=O)C=1C=NNC1)OCC2